6-(2,3-dimethylimidazo[1,2-a]pyridin-6-yl)-2-(1-methylpiperidin-4-yl)quinazolin-4(3H)-one CC=1N=C2N(C=C(C=C2)C=2C=C3C(NC(=NC3=CC2)C2CCN(CC2)C)=O)C1C